COC1=CC=C(C=N1)CN1[C@H]2CN([C@@H](C1)C2)C(=O)OC(C)(C)C tert-butyl (1R,4R)-5-((6-methoxypyridin-3-yl) methyl)-2,5-diazabicyclo[2.2.1]heptane-2-carboxylate